9-(1-(dimethylamino)prop-2-yl)-1-(trifluoromethyl)-9H-pyrido[3,4-b]indol-7-ol CN(CC(C)N1C2=C(C3=CC=C(C=C13)O)C=CN=C2C(F)(F)F)C